OCC=1N(C(=CN1)CC(C(=O)OCC)C)C[C@H]1OCC1 ethyl 3-(2-(hydroxymethyl)-1-(((S)-oxetan-2-yl) methyl)-1H-imidazol-5-yl)-2-methylpropanoate